tert-butyl 1-(2,3-dihydrothieno[3,4-b][1,4]dioxin-2-yl)-4-oxo-2,8,11,14-tetraoxa-5-azaheptadecan-17-oate O1C=2C(OCC1COCC(NCCOCCOCCOCCC(=O)OC(C)(C)C)=O)=CSC2